2-Amino-N-{1-[8-chloro-5-(1,1-dioxido-thiomorpholin-4-yl)imidazo[1,5-a]-pyridin-6-yl]propyl}pyrazolo[1,5-a]-pyrimidine-3-carboxamide NC1=NN2C(N=CC=C2)=C1C(=O)NC(CC)C=1C=C(C=2N(C1N1CCS(CC1)(=O)=O)C=NC2)Cl